[Br-].COC(CCCCCCCC[PH2+]C(C1=CC=CC=C1)(C1=CC=CC=C1)C1=CC=CC=C1)OC 9,9-dimethoxynonyltritylphosphonium bromide